ClC=1C=CC(=C(C1)CC(=O)NC1=CC(=NC=C1)C(=O)NC1(COC1)CO)O 4-[[2-(5-Chloro-2-hydroxy-phenyl)acetyl]amino]-N-[3-(hydroxymethyl)oxetan-3-yl]pyridine-2-carboxamide